N-(1-(6,7-Difluoro-1-oxo-1,2-dihydroisoquinolin-4-yl)ethyl)-3-(difluoromethyl)-N-methylbenzamide FC=1C=C2C(=CNC(C2=CC1F)=O)C(C)N(C(C1=CC(=CC=C1)C(F)F)=O)C